NC1=CC=C2C(=N1)N(N=C2C2CC2)[C@@H]2C[C@H](C2)CNC=2C=C1C(N(C(C1=CC2)=O)C2C(NC(CC2)=O)=O)=O 5-(((trans-3-(6-amino-3-cyclopropyl-1H-pyrazolo[3,4-b]pyridin-1-yl)cyclobutyl)methyl)amino)-2-(2,6-dioxopiperidin-3-yl)isoindoline-1,3-dione